ClC=1C=CC(=C(C1)N1CC(N(CC1=O)C(C(=O)N)CC1=CC=CC=C1)=O)N1N=NN=C1 2-(4-(5-chloro-2-(1H-tetrazol-1-yl)phenyl)-2,5-dioxopiperazine-1-yl)-3-phenylpropanamide